4-(2-Methoxy-4-nitro-phenyl)morpholine COC1=C(C=CC(=C1)[N+](=O)[O-])N1CCOCC1